ClC1=CC=C(C=C1)[C@H](C)N1N(C(C2=CC=C(C=C12)C(=O)N)=O)C1C(NC(CC1)=O)=O ((S)-1-(4-chlorophenyl)ethyl)-2-(2,6-dioxopiperidin-3-yl)-3-oxo-2,3-dihydro-1H-indazole-6-carboxamide